dimethyl-benzene-1,4-disulfonamide CC=1C(=C(C=CC1S(=O)(=O)N)S(=O)(=O)N)C